FC1=C(C(=CC(=C1)OC)F)N1C(=NC(=C1)C1=CC2=CC=CC=C2C=C1)NC(C1=CC=C(C=C1)OC(F)F)=O N-[1-(2,6-Difluoro-4-methoxyphenyl)-4-(naphthalen-2-yl)-1H-imidazol-2-yl]-4-(difluoromethoxy)benzamide